N-(3,3-difluorocyclobutyl)-2-[2-oxo-6-[3-(trifluoromethyl)phenyl]-3H-imidazo[4,5-b]pyridin-1-yl]acetamide FC1(CC(C1)NC(CN1C(NC2=NC=C(C=C21)C2=CC(=CC=C2)C(F)(F)F)=O)=O)F